OCC(C1=CC=CC=C1)C=1C2=C(C(N(C1)C)=O)NC(=C2)C=2C=NN(C2)C2COC2 4-(2-hydroxy-1-phenylethyl)-6-methyl-2-(1-(oxetan-3-yl)-1H-pyrazol-4-yl)-1,6-dihydro-7H-pyrrolo[2,3-c]pyridin-7-one